tris(2-tert-butyl-4-methylphenyl)phosphine C(C)(C)(C)C1=C(C=CC(=C1)C)P(C1=C(C=C(C=C1)C)C(C)(C)C)C1=C(C=C(C=C1)C)C(C)(C)C